1-(bicyclo[1.1.1]pentan-1-yl)-4-((5-bromo-1,3,4-thiadiazol-2-yl)methyl)piperazine-2,3-dione C12(CC(C1)C2)N2C(C(N(CC2)CC=2SC(=NN2)Br)=O)=O